4-ethynyl-N-(4-methylpiperidin-4-yl)benzamide C(#C)C1=CC=C(C(=O)NC2(CCNCC2)C)C=C1